NC=1C=CC(=NC1)[C@@H]1CCC(N1C)=O (S)-5-(5-aminopyridin-2-yl)-1-methylpyrrolidin-2-one